C1(CC1)NC(C1=C(C(=CC=C1)F)SC1=CC=C2C(=NN(C2=C1)C1OCCCC1)\C=C\C1=NC=CC(=C1)CCCN1CCCC1)=O N-cyclopropyl-3-fluoro-2-[3-[(trans)-2-[4-(3-pyrrolidin-1-ylpropyl)-2-pyridinyl]vinyl]-1-tetrahydropyran-2-yl-indazol-6-yl]sulfanylbenzamide